(Formaldehyde) iodine [I].C=O